COC1=C2C(=NC=C1C1=CC=C(C=C1)S(=O)(=O)N1C[C@@H]([C@@H](CC1)NC1=NC=C(C=C1)C(F)(F)F)O)NC=C2 (3S,4R)-1-((4-(4-methoxy-1H-pyrrolo[2,3-b]pyridin-5-yl)phenyl)sulfonyl)-4-((5-(trifluoromethyl)pyridin-2-yl)amino)piperidin-3-ol